(2,2-dioxo-2lambda6-thia-6-azaspiro[3.3]heptan-6-yl)-[6-[[6-(trifluoromethyl)-3-pyridyl]methyl]-2-azaspiro[3.3]heptan-2-yl]methanone O=S1(CC2(C1)CN(C2)C(=O)N2CC1(C2)CC(C1)CC=1C=NC(=CC1)C(F)(F)F)=O